C(C)(C)(C)C1CNC(N1C1=CC2=C(NC=N2)C=C1)=O 5-tert-butyl-1-(1H-benzo[d]imidazol-5-yl)imidazolidin-2-one